Amidosulfonate NS(=O)(=O)[O-]